2-methyl-l-1-[4-(methylthio)phenyl]-2-morpholino-propan-1-one CC(C(=O)C1=CC=C(C=C1)SC)(C)N1CCOCC1